6-[n-(4-ethyl-1,2,3,4-tetrahydro-6-isoquinolinyl)carbamyl]-2-naphthalenecarboxamidine CC[C@H]1CNCC2=C1C=C(C=C2)NC(=O)C3=CC4=C(C=C3)C=C(C=C4)C(=N)N